(R)-2-methyl-N-(2-methyl-4-(N-(1-(1-methylpiperidin-4-yl)ethyl)sulfamoyl)phenyl)benzamide hydrochloride Cl.CC1=C(C(=O)NC2=C(C=C(C=C2)S(N[C@H](C)C2CCN(CC2)C)(=O)=O)C)C=CC=C1